3-[4-amino-5-(trifluoromethyl)pyrrolo[2,1-f][1,2,4]triazin-7-yl]-N-[(3R,4S)-4-fluoro-1-(4-fluorobenzoyl)pyrrolidin-3-yl]benzamide NC1=NC=NN2C1=C(C=C2C=2C=C(C(=O)N[C@@H]1CN(C[C@@H]1F)C(C1=CC=C(C=C1)F)=O)C=CC2)C(F)(F)F